C1(=CC(=CC(=C1)C(=O)OCCOC=C)C(=O)OCCOC=C)C(=O)OCCOC=C tris(2-ethenoxyethyl) benzene-1,3,5-tricarboxylate